N-methyl-ethoxyethyl-amide C[N-]CCOCC